FC=1C=C(C=CC1)[C@H](CNCC1CCC(CC1)NC(C1=CC=CC=C1)=O)O N-((1R,4r)-4-((((R)-2-(3-Fluorophenyl)-2-hydroxyethyl)amino)-methyl)cyclohexyl)benzamide